C(#N)C(C(=O)O)(CF)C 2-cyano-3-fluoro-2-methyl-propanoic acid